1-(3,4-dichlorophenyl)-5-(4-methoxyphenyl)-3-(pyridin-3-yl)thieno[2,3-d]pyrimidine-2,4(1H,3H)-dione ClC=1C=C(C=CC1Cl)N1C(N(C(C2=C1SC=C2C2=CC=C(C=C2)OC)=O)C=2C=NC=CC2)=O